FC(OC[C@H]1N(C[C@H](C1)OC1CCC(CC1)C(F)(F)F)C1=CC=C(C(=O)O)C=C1)F 4-((2S,4S)-2-((difluoromethoxy)methyl)-4-((4-(trifluoromethyl)cyclohexyl)oxy)pyrrolidin-1-yl)benzoic acid